N-(5-(2,3-dihydro-[1,4]dioxino[2,3-c]pyridin-7-yl)-4-((4-ethoxy-6-(methylsulfonyl)pyridin-2-yl)amino)pyridin-2-yl)acetamide O1CCOC=2C=NC(=CC21)C=2C(=CC(=NC2)NC(C)=O)NC2=NC(=CC(=C2)OCC)S(=O)(=O)C